4-methyl-3,4-dihydro-1H-quinolin-2-one CC1CC(NC2=CC=CC=C12)=O